(S)-3-(5-(4-(3-azaspiro[5.5]undecan-9-yl)piperazin-1-yl)-1-oxoisoindolin-2-yl)piperidine-2,6-dione C1CNCCC12CCC(CC2)N2CCN(CC2)C=2C=C1CN(C(C1=CC2)=O)[C@@H]2C(NC(CC2)=O)=O